Tert-butyl (2-(4-aminobenzamido)phenyl)carbamate NC1=CC=C(C(=O)NC2=C(C=CC=C2)NC(OC(C)(C)C)=O)C=C1